N[C@@H](CC(=O)O)CC1=CC(=CC=C1)F (R)-β-amino-4-(3-fluorophenyl)-butyric acid